tert-butyl 2-(4-(methoxycarbonyl)benzoyl)hydrazine-1-carboxylate COC(=O)C1=CC=C(C(=O)NNC(=O)OC(C)(C)C)C=C1